(2S)-4-[(2R)-3-(3,4-dihydro-1H-isoquinolin-2-yl)-2-hydroxy-propyl]-8-[1-(2-fluoroethyl)-4-piperidyl]oxy-2-methyl-2,3-dihydro-1,4-benzoxazepin-5-one C1N(CCC2=CC=CC=C12)C[C@H](CN1C[C@@H](OC2=C(C1=O)C=CC(=C2)OC2CCN(CC2)CCF)C)O